O1C=CC2=C1C=C(C=C2)CC(C=C)NC (benzofuran-6-yl)-N-methylbut-3-en-2-amine